FC(C12CCCC(C1)(C2)C(=O)N)(F)F 5-(trifluoromethyl)bicyclo[3.1.1]heptane-1-carboxamide